C(C(O)CO)OC(CCCCCCCCC)=O n-decanoic acid 1-glyceryl ester